C1(=CC=CC2=CC=CC=C12)N(C1=CC=C(C=C1)C1=CC=C(N(C2=CC=CC=C2)C2=CC=CC3=CC=CC=C23)C=C1)C1=CC=CC=C1 N,N'-di(naphthalene-1-yl)-N,N'-di(phenyl)benzidine